C(C)(C)(C)C1(N(CCCC1)C(=O)O)COC1=C(C=C(C=C1)C(=O)OC)S(=O)(=O)NC.C1OCC12CN(C2)CC=CC(=O)N 4-(2-oxa-6-azaspiro[3.3]heptan-6-yl)but-2-enamide tert-butyl-((4-(methoxycarbonyl)-2-(N-methylaminosulfonyl)phenoxy)methyl)piperidine-1-carboxylate